3-((S)-3-((cis)-3-(hydroxymethyl)cyclohexyl)-6-(methoxycarbonyl)-7-methyl-6,7,8,9-tetrahydro-3H-imidazo[4,5-f]quinolin-2-yl)-2-phenylpropanoic acid OC[C@H]1C[C@H](CCC1)N1C(=NC2=C3CC[C@@H](N(C3=CC=C21)C(=O)OC)C)CC(C(=O)O)C2=CC=CC=C2